ClC1=NC=C(C(=O)NC=2C(=CC(=C(C2)N2N=NC(=C2)C(=O)O)F)N2C[C@@H](N([C@@H](C2)C)C)C)C(=C1)C(F)(F)F 1-(5-(6-chloro-4-(trifluoromethyl)nicotinamido)-2-fluoro-4-((3S,5R)-3,4,5-trimethylpiperazin-1-yl)phenyl)-1H-1,2,3-triazole-4-carboxylic acid